C(C=C)(=O)N1[C@H](CN(CC1)C=1C2=C(N=C(N1)CO[C@H]1N(CCC1)C)CN(CC2)C2=CC=CC1=CC=CC(=C21)C)CC#N 2-((S)-1-propenoyl-4-(7-(8-methylnaphthalen-1-yl)-2-(((R)-1-methylpyrrolidin-2-yloxy)methyl)-5,6,7,8-tetrahydropyrido[3,4-d]pyrimidin-4-yl)piperazin-2-yl)acetonitrile